COC(C1=C(C=NC(=C1)C)C=1C=NN(C1O)C[2H])=O (5-hydroxy-1-(methyl-d)-1H-pyrazol-4-yl)-6-methyl-isonicotinic acid methyl ester